ClC1=CC(=C(C(=O)NCC2=CC=C(C=C2)B(O)O)C=C1)OC [4-[[(4-chloro-2-methoxy-benzoyl)amino]methyl]phenyl]boronic acid